CN1N=C(C2=CC(=CC=C12)C=1N=C(N2C1CN(CC2)C(=O)OC)C2COCC2)C=2C=NN(C2)C Methyl 1-(1-methyl-3-(1-methyl-1H-pyrazol-4-yl)-1H-indazol-5-yl)-3-(tetrahydrofuran-3-yl)-5,6-dihydroimidazo[1,5-a]pyrazine-7(8H)-carboxylate